ClC=1C(=C(C(N(N1)C)=O)CC(=O)NC1(CN(CC1)C(=O)OC(C)(C)C)C(F)(F)F)C=O tert-butyl 3-[[2-(6-chloro-5-formyl-2-methyl-3-oxo-pyridazin-4-yl)acetyl]amino]-3-(trifluoromethyl)pyrrolidine-1-carboxylate